N1-(4-(4,4-dimethylcyclohexyl)phenyl)benzene-1,4-diamine CC1(CCC(CC1)C1=CC=C(C=C1)NC1=CC=C(C=C1)N)C